BrC=1C=C(C2=C3N(N=C2C1Cl)CCN(C3)C(CO)=O)C3=NN(C=C3)C 1-(8-bromo-7-chloro-10-(1-methyl-1H-pyrazol-3-yl)-3,4-dihydropyrazino[1,2-b]indazol-2(1H)-yl)-2-hydroxyethan-1-one